ClC1=C(C=CC=C1)N(C1=CC(=C(C=C1C)N=CN(C)CC)C)C N'-(4-((2-chlorophenyl)(methyl)amino)-2,5-dimethylphenyl)-N-ethyl-N-methylformimidamide